N-(tert-butyl)-2'-ethynyl-5-hydroxy-4-(1H-pyrazol-3-yl)-[1,1'-biphenyl]-2-carboxamide C(C)(C)(C)NC(=O)C=1C(=CC(=C(C1)C1=NNC=C1)O)C1=C(C=CC=C1)C#C